C(CCCCCCCCCCCCCCCCC)(=O)OCC(COC(N(C1CN(C1)C)C)=O)OC(CCCCCCCCCCCCCCCCC)=O 3-((methyl(1-methylazetidin-3-yl)carbamoyl)oxy)propane-1,2-diyl distearate